3-acetyl-7-ethyl-N-(2-fluoro-3-(1-methyl-1H-pyrazol-4-yl)-5-(((tetrahydro-2H-pyran-2-yl)oxy)methyl)phenyl)indolizine-1-carboxamide C(C)(=O)C1=CC(=C2C=C(C=CN12)CC)C(=O)NC1=C(C(=CC(=C1)COC1OCCCC1)C=1C=NN(C1)C)F